(2S)-1-benzhydryl-2-methyl-azetidine [(1R,4S)-7,7-dimethyl-2-oxo-norbornan-1-yl]methanesulfonate CC1([C@@H]2CC([C@]1(CC2)CS(=O)(=O)O)=O)C.C(C2=CC=CC=C2)(C2=CC=CC=C2)N2[C@H](CC2)C